C1CNC[C@H]2N1C1=C(OC2)C=C(C=C1)N1C(NC(CC1)=O)=O (R)-1-(1,2,3,4,4a,5-hexahydrobenzo[b]pyrazino[1,2-d][1,4]oxazin-8-yl)dihydropyrimidine-2,4(1H,3H)-dione